3-(5-(2-hydroxy-2-methylpropoxy)-6-methylpyrazin-2-yl)-1H-indole-7-carbonitrile hydrate O.OC(COC=1N=CC(=NC1C)C1=CNC2=C(C=CC=C12)C#N)(C)C